F[C@H]1[C@@]2(CC[C@](C[C@H]1N(C=1N=CC(=NC1)C1=C(C=C(C=C1)C1=NN(N=C1)C)O)C)(N2)C)C 2-(5-{[(1S,2R,3R,5R)-2-fluoro-1,5-dimethyl-8-azabicyclo[3.2.1]octan-3-yl](methyl)amino}pyrazin-2-yl)-5-(2-methyl-2H-1,2,3-triazol-4-yl)phenol